FC1(CN(CCC1)C(=O)C1=CC=C2C=CN(C2=C1)C1COC1)C=1SC(=NN1)C1=NC(=CC=C1)C(F)(F)F (3-Fluoro-3-(5-(6-(trifluoromethyl)pyridin-2-yl)-1,3,4-thiadiazol-2-yl)piperidin-1-yl)(1-(oxetan-3-yl)-1H-indol-6-yl)methanone